N-L-alpha-aspartyl-L-phenylalanine 1-methyl ester COC(=O)[C@H](CC1=CC=CC=C1)NC(=O)[C@H](CC(=O)O)N